C(C1=CC=CC=C1)C1CCN(CC1)CC=1NC(=NN1)C=1NC2=CC=C(C=C2C1)OC 2-(5-((4-benzylpiperidin-1-yl)methyl)-4H-1,2,4-triazol-3-yl)-5-methoxy-1H-indole